(3-(3-chlorophenyl)-2-methyl-2,4,5,7-tetrahydro-6H-pyrazolo[3,4-c]pyridin-6-yl)(quinolin-6-yl)methanone tert-butyl-(1H-indazol-3-ylmethyl)carbamate C(C)(C)(C)N(C(O)=O)CC1=NNC2=CC=CC=C12.ClC=1C=C(C=CC1)C=1N(N=C2CN(CCC21)C(=O)C=2C=C1C=CC=NC1=CC2)C